2-(5,6-Difluoro-1H-indol-3-yl)-1-[4-(5-hydroxy-pyridin-2-yl)-piperazin-1-yl]-ethanone FC=1C=C2C(=CNC2=CC1F)CC(=O)N1CCN(CC1)C1=NC=C(C=C1)O